Lithium hydrogensulfat S(=O)(=O)(O)[O-].[Li+]